C(C)(C)(C)OC(=O)N1[C@@H](C[C@](C1)(F)CN(C)C)C(=O)O (2S,4S)-1-(tert-Butoxycarbonyl)-4-((dimethylamino)methyl)-4-fluoropyrrolidine-2-carboxylic acid